S(=O)(=O)(O[C@@H]1CC2=CC[C@H]3[C@@H]4CC[C@H](C(C)=O)[C@]4(CC[C@@H]3[C@]2(CC1)C)C)[O-] 20-oxo-pregn-5-en-3β-yl sulfate